C(CCCCCCCCC)NC(=O)N decylurea